FC(C1=NN(C=C1NC(=O)C=1N=COC1)C)F N-[3-(difluoromethyl)-1-methyl-pyrazol-4-yl]oxazole-4-carboxamide